1-(6-Bromo-7-fluoro-5-((4-fluoro-3-methoxyphenyl)amino)-1H-indazol-1-yl)-2,2-dimethylpropan-1-one BrC1=C(C=C2C=NN(C2=C1F)C(C(C)(C)C)=O)NC1=CC(=C(C=C1)F)OC